di(piperidino)diallyl-silane N1(CCCCC1)[Si](CC=C)(CC=C)N1CCCCC1